(S)-N-(5-Methyl-4-oxo-7-(7-oxa-2-azaspiro[3.5]nonan-2-yl)-2,3,4,5-tetrahydrobenzo[b][1,4]oxazepin-3-yl)-4-phenoxypicolinamid CN1C2=C(OC[C@@H](C1=O)NC(C1=NC=CC(=C1)OC1=CC=CC=C1)=O)C=CC(=C2)N2CC1(C2)CCOCC1